(S)-N-(3-chloro-2-fluoro-4-(1-methylcyclopropoxy)phenyl)-7-fluoro-6-(pyrrolidin-3-yloxy)pyrido[3,2-d]pyrimidin-4-amine ClC=1C(=C(C=CC1OC1(CC1)C)NC=1C2=C(N=CN1)C=C(C(=N2)O[C@@H]2CNCC2)F)F